OCC1C(OC=C1)=O hydroxymethyl-furanone